3-[6-chloro-3-[1-(2-isopropyl-3,6-dimethyl-4-oxo-chromen-8-yl)ethylamino]-2-pyridyl]-6-hydroxy-2-methyl-benzaldehyde ClC1=CC=C(C(=N1)C=1C(=C(C=O)C(=CC1)O)C)NC(C)C=1C=C(C=C2C(C(=C(OC12)C(C)C)C)=O)C